N-butyl-3,4-methylenedioxy-amphetamine C(CCC)NC(C)CC1=CC2=C(C=C1)OCO2